36-hydroxyhexatriacontyl eicos-11-enoate C(CCCCCCCCCC=CCCCCCCCC)(=O)OCCCCCCCCCCCCCCCCCCCCCCCCCCCCCCCCCCCCO